Fmoc-aspartic acid benzyl ester C(C1=CC=CC=C1)OC([C@@H](NC(=O)OCC1C2=CC=CC=C2C2=CC=CC=C12)CC(=O)O)=O